ClCC=1C(=C(C(=NC1)O[C@@H]1C[C@]2(N(C=3C(=NN=C(C3)C3=C(C(=CC=C3)F)O)NC2)C1)CC)F)C 2-((6aR,8R)-8-((5-(chloromethyl)-3-fluoro-4-methylpyridin-2-yl)oxy)-6a-ethyl-5,6,6a,7,8,9-hexahydropyrrolo[1',2':4,5]pyrazino[2,3-c]pyridazin-2-yl)-6-fluorophenol